C1(CCCCC1)N1N=NC2=C1C=CC(=C2)C2=NC(=NO2)C2=CC(=C(C=C2)OC)C(F)(F)F 1-cyclohexyl-5-{3-[4-methoxy-3-(trifluoromethyl)phenyl]-1,2,4-oxadiazol-5-yl}-1H-1,2,3-benzotriazole